[Pb+2].N[C@@H](CCCC[N+](C)(C)C)C(=O)O laminin lead